(S)-2-(3-((2-(cyclopropylamino)pyrimidin-4-yl)oxy)pyrrolidin-1-yl)-N-(3-(2-((1,5-dimethyl-1H-pyrazol-3-yl)amino)-5-methylpyrimidin-4-yl)-6-methoxy-1H-indol-7-yl)acetamide C1(CC1)NC1=NC=CC(=N1)O[C@@H]1CN(CC1)CC(=O)NC=1C(=CC=C2C(=CNC12)C1=NC(=NC=C1C)NC1=NN(C(=C1)C)C)OC